(2S)-3-methyl-2-[methyl(4-(prop-2-enoyl)-1-oxa-4,9-diazaspiro[5.5]undecane-9-carbonyl)amino]butanoic acid CC([C@@H](C(=O)O)N(C(=O)N1CCC2(CN(CCO2)C(C=C)=O)CC1)C)C